2-[rac-(3aR,6aS)-2-methyl-1,3,3a,4,6,6a-hexahydropyrrolo[3,4-c]pyrrol-5-yl]-N-(5-cyclopropyl-1H-pyrazol-3-yl)pyrimidin-4-amine CN1C[C@H]2CN(C[C@H]2C1)C1=NC=CC(=N1)NC1=NNC(=C1)C1CC1 |r|